COC1=C2C=C(CN(C2=CC(=C1)N1CCOCC1)C)C 5-methoxy-1,3-dimethyl-7-morpholinoquinoline